C(C)(C)(C)OC(N[C@H]1[C@H]([C@@H](CCC1)SCC1=C(C=C(C=C1C)C)C)O[Si](C)(C)C(C)(C)C)=O [(1R,2R,3R)-2-(tert-butyl-dimethyl-silanyloxy)-3-(2,4,6-trimethyl-benzylsulfanyl)-cyclohexyl]-carbamic acid tert-butyl ester